Cl.NCCOCCNC(C1=C(C=C(C=C1)NC=1C=2N(C=CN1)C(=CN2)C2=C(C=C(C=C2F)OC)F)CC)=O N-[2-(2-aminoethoxy)ethyl]-4-[[3-(2,6-difluoro-4-methoxyphenyl)imidazo[1,2-a]pyrazin-8-yl]amino]-2-ethylbenzamide hydrochloride